1,3-bis(3-amino-α,α-bis-trifluoromethylbenzyl)benzene potassium [K].NC=1C=C(C(C(F)(F)F)(C(F)(F)F)C2=CC(=CC=C2)C(C2=CC(=CC=C2)N)(C(F)(F)F)C(F)(F)F)C=CC1